CN(CCCCCCCCCCCP(OCC)(OCC)=O)C diethyl (11-(dimethylamino)undecyl)phosphonate